ClC1=CC2=C(C=N1)N=C(N2)C=2C=C(NC1=CC=C(C=C1)C1=NC=CC=N1)C=CC2 3-(6-chloro-1H-imidazo[4,5-c]pyridin-2-yl)-N-(4-pyrimidin-2-ylphenyl)aniline